(S)-2-((((9H-fluoren-9-yl)methoxy)carbonyl)amino)-3-(4-(4-methylpiperazin-1-yl)phenyl)propanoic acid C1=CC=CC=2C3=CC=CC=C3C(C12)COC(=O)N[C@H](C(=O)O)CC1=CC=C(C=C1)N1CCN(CC1)C